COC1=C(CNC=2C=3N(C=CN2)C(=CN3)C3=CCNC=C3)C=CC(=C1)OC 4-(8-((2,4-dimethoxybenzyl)amino)imidazo[1,2-a]pyrazin-3-yl)-1H-pyridine